FC=1C=C(C=CC1)S(=O)(=O)NCCNC1=NC=CC(=N1)C1=C(N=C2SC=CN21)C2=CC(=CC=C2)OC 3-fluoro-N-(2-((4-(6-(3-methoxyphenyl)imidazo[2,1-b]thiazol-5-yl)pyrimidin-2-yl)amino)ethyl)benzenesulfonamide